C(C)N(CC)C=1C(=C(C(=C(C(=O)O)C1)CCCCCC)C(C1=CC=CC=C1)=O)O.C(CCCCC)OC(C1=C(C=CC=C1)C(C1=C(C=C(C=C1)N(CC)CC)O)=O)=O 2-[4-(diethylamino)-2-hydroxybenzoyl]benzoic acid hexyl ester (diethylaminohydroxybenzoyl hexyl benzoate)